2-Bromo-3-iodobenzoic acid BrC1=C(C(=O)O)C=CC=C1I